5,12-dioxo-N,N-dipropyl-5,12-dihydropyrido[2,3-b]phenazine-9-sulfonamide O=C1C2=C(C(C3=NC4=CC(=CC=C4N=C13)S(=O)(=O)N(CCC)CCC)=O)N=CC=C2